2-[1-(4-nitrophenyl)-4-piperidyl]ethanol [N+](=O)([O-])C1=CC=C(C=C1)N1CCC(CC1)CCO